bromo-N-(3-chlorobenzyl)-4-methoxyaniline BrN(C1=CC=C(C=C1)OC)CC1=CC(=CC=C1)Cl